tert-butyl N-[2-methyl-4-({5H,6H,7H,8H-pyrido[3,4-d]pyrimidin-2-yl}amino)phenyl]-N-[2-(morpholin-4-yl)ethyl]carbamate CC1=C(C=CC(=C1)NC=1N=CC2=C(N1)CNCC2)N(C(OC(C)(C)C)=O)CCN2CCOCC2